tert-butyl ((7-(5-(3-chloro-6-cyano-2-fluoro-5-(3-methylazetidin-1-yl) phenyl)-1-methyl-1H-pyrazol-4-yl)-4-oxo-3,4-dihydro-phthalazin-1-yl) methyl)carboxylate ClC=1C(=C(C(=C(C1)N1CC(C1)C)C#N)C1=C(C=NN1C)C1=CC=C2C(NN=C(C2=C1)CC(=O)OC(C)(C)C)=O)F